(R)-1-((3-aminopyridin-4-yl)methyl)-4-(3,4,5-trifluorophenyl)pyrrolidin-2-one NC=1C=NC=CC1CN1C(C[C@@H](C1)C1=CC(=C(C(=C1)F)F)F)=O